FC1=C(OCCNCCOC2=C(C(=C(C(=C2F)F)F)F)F)C(=C(C(=C1F)F)F)F Bis[2-(2,3,4,5,6-pentafluorophenoxy)ethyl]amine